COC1=CC=C(CN2C(NC(C=3C2=CN(N3)C3OCCCC3)=O)=O)C=C1 4-(4-methoxybenzyl)-2-(tetrahydro-2H-pyran-2-yl)-2,4-dihydro-5H-pyrazolo[4,3-d]pyrimidine-5,7(6H)-dione